2-(4-(benzyl(ethyl)amino)-3-chlorophenyl)-1,1,1,3,3,3-hexafluoropropan-2-ol C(C1=CC=CC=C1)N(C1=C(C=C(C=C1)C(C(F)(F)F)(C(F)(F)F)O)Cl)CC